ClC1=C2C=CC=C(C2=CC=C1Cl)O 5,6-dichloro-1-naphthol